2-fluoro-6-methoxy-4-[(3-methyl-1H-pyrazol-1-yl)methyl]Benzonitrile FC1=C(C#N)C(=CC(=C1)CN1N=C(C=C1)C)OC